4-piperidyl 5-[[4-[[2-(6-methyl-2-pyridyl)pyrimidin-4-yl]amino]pyrimidin-2-yl]amino]thiophene-3-carboxylate CC1=CC=CC(=N1)C1=NC=CC(=N1)NC1=NC(=NC=C1)NC1=CC(=CS1)C(=O)OC1CCNCC1